3,3-diphenyl-acrylic anhydride C1(=CC=CC=C1)C(=CC(=O)OC(C=C(C1=CC=CC=C1)C1=CC=CC=C1)=O)C1=CC=CC=C1